NC=1C=C(C=C(C1)C(F)(F)F)[C@@H](C)NC1=NC(=NC=2C=C3C(=CC12)N1[C@@H](CO3)CN(CC1)S(=O)(=O)C)C (R)-N-((R)-1-(3-amino-5-(trifluoromethyl)phenyl)ethyl)-9-methyl-3-(methylsulfonyl)-1,2,3,4,4a,5-hexahydropyrazino[1',2':4,5][1,4]oxazino[3,2-g]quinazolin-11-amine